tert-butyl 2-[8-cyano-2-[2-[[(E)-3-[2-fluoro-4-(trifluoromethyl)phenyl]prop-2-enoyl]amino]acetyl]-3,4-dihydro-1H-isoquinolin-6-yl]acetate C(#N)C=1C=C(C=C2CCN(CC12)C(CNC(\C=C\C1=C(C=C(C=C1)C(F)(F)F)F)=O)=O)CC(=O)OC(C)(C)C